1-(2-(4-fluorophenyl)-3-(4,4,5,5-tetramethyl-1,3,2-dioxaborolan-2-yl)-6,7-dihydropyrazolo[1,5-a]pyrazin-5(4H)-yl)ethan-1-one FC1=CC=C(C=C1)C1=NN2C(CN(CC2)C(C)=O)=C1B1OC(C(O1)(C)C)(C)C